CC1(C2=C(C3=C(C(O1)=S)C=CC=C3)C=CC=C2)C 7,7-dimethyldibenzo[c,e]oxepine-5(7H)-thione